(S)-7-(1-amino-5-(tert-butoxy)-1,5-dioxopentan-2-yl)-5-fluoro-6-oxo-7,8-dihydro-2H,6H-spiro[furo[2,3-e]isoindole-3,4'-piperidine]-1'-carboxylic acid benzyl ester C(C1=CC=CC=C1)OC(=O)N1CCC2(CC1)COC1=C3CN(C(C3=C(C=C12)F)=O)[C@H](C(=O)N)CCC(=O)OC(C)(C)C